(5-(3,5-difluorophenyl)-4,5-dihydro-1H-pyrazol-1-yl)(3-((4-fluoro-1H-pyrazolo[3,4-c]pyridin-1-yl)methyl)bicyclo[1.1.1]pent-1-yl)methanone FC=1C=C(C=C(C1)F)C1CC=NN1C(=O)C12CC(C1)(C2)CN2N=CC=1C2=CN=CC1F